4,5-dihydro-1H-pyrrolo[3,2-c]Pyridine-2-carboxylic acid ethyl ester C(C)OC(=O)C1=CC=2CNC=CC2N1